FC1C(CC2(CCC1(N2)C)C)=O rac-4-fluoro-1,5-dimethyl-8-azabicyclo[3.2.1]octan-3-one